CC1=CC=C(C=C1)S(=O)(=O)OC[C@H](COC1=CC=C(C=C1)C(C)(C)C1=CC(=C(C(=C1)Cl)OC[C@@H](CCl)O)Cl)O (S)-3-(4-(2-(3,5-dichloro-4-((S)-3-chloro-2-hydroxypropoxy) phenyl) propan-2-yl) phenoxy)-2-hydroxypropyl 4-methylbenzenesulfonate